4-(2-((2,6-dimethoxybenzyl)amino)oxazol-4-yl)benzonitrile COC1=C(CNC=2OC=C(N2)C2=CC=C(C#N)C=C2)C(=CC=C1)OC